C(C)OC(C(COC[C@H](C)N)O)=O 3-((S)-2-aminopropoxy)-2-hydroxypropionic acid Ethyl ester